CS(=O)(=O)C=1C=CC=2N(C1)C=C(N2)C=O 6-(methylsulfonyl)imidazo[1,2-a]pyridine-2-carbaldehyde